6-fluoro-16,18-dioxo-2,8-dioxa-15,17,20,21-tetraazatetracyclo[13.5.2.13,7.019,22]tricosan FC1CCC2OC3NC4C(NC(N(CCCCCCOC1C2)C4N3)=O)=O